4-((4-fluorophenyl)sulfonyl)-5-methyl-5-phenylfuran FC1=CC=C(C=C1)S(=O)(=O)C1=CCOC1(C1=CC=CC=C1)C